tert-butyl (R)-2-methyl-3-oxopiperazine-1-carboxylate C[C@H]1N(CCNC1=O)C(=O)OC(C)(C)C